2-chloro-4-((S or R)-1,1-difluoro-3-methyl-4-(1-((R or S)-3,3,3-trifluoro-2-hydroxy-2-(3-methoxyphenyl)propanoyl)piperidin-4-yl)butoxy)-N,N-dimethylbenzamide ClC1=C(C(=O)N(C)C)C=CC(=C1)OC(C[C@H](CC1CCN(CC1)C([C@@](C(F)(F)F)(C1=CC(=CC=C1)OC)O)=O)C)(F)F |o1:15,24|